BrC1=CC=C(OC2CN(C2)C/C=C/C(=O)N(C)C)C=C1 (E)-4-[3-(4-bromophenoxy)azetidin-1-yl]-N,N-dimethyl-but-2-enamide